C(C)(=O)OC[C@@H](O)C1=C2C(=NC=C1)N(N=C2CNC(C=C)=O)C2=CC=C(C=C2)OC(F)(F)F (S)-2-(3-(Acrylamidomethyl)-1-(4-(trifluoromethoxy)phenyl)-1H-pyrazolo[3,4-b]pyridin-4-yl)-2-hydroxyethyl acetate